tert-Butyl 3-(4-((1-acetyl-1H-pyrazol-3-yl)oxy)-1,3-dioxoisoindolin-2-yl)-2,6-dioxopiperidine-1-carboxylate C(C)(=O)N1N=C(C=C1)OC1=C2C(N(C(C2=CC=C1)=O)C1C(N(C(CC1)=O)C(=O)OC(C)(C)C)=O)=O